CN1N=NC=2C1=NC=C(C2C)C(C(C(=O)OC)(C)C)C=2C=C(C1=C(C=CS1)C2)CO Methyl 3-(3,7-dimethyl-3H-[1,2,3]triazolo[4,5-b]pyridin-6-yl)-3-[7-(hydroxymethyl)-1-benzothiophen-5-yl]-2,2-dimethylpropanoate